1-(4-(difluoromethoxy)phenyl)-3-(4-methoxyphenyl)-7-(methylthio)-3,4-dihydropyrimido[4,5-d]pyrimidin-2(1H)-one FC(OC1=CC=C(C=C1)N1C(N(CC=2C1=NC(=NC2)SC)C2=CC=C(C=C2)OC)=O)F